C(C1=CC=CC=C1)N1C=CC=2C1=NC=CC2C2=NC(=CC(=N2)C2(CC2)[S@](=NC(C(C)(C)C)=O)(=O)C)N2[C@@H](COCC2)C N-((R)-(1-(2-(1-benzyl-1H-pyrrolo[2,3-b]pyridin-4-yl)-6-((R)-3-methylmorpholino)pyrimidin-4-yl)cyclopropyl)(methyl)(oxo)-λ6-sulfaneylidene)pivalamide